4-[[6-(2-oxopyrrolidin-1-yl)-2-pyridyl]amino]-2-[4-[(2S)-2,4-dimethylpiperazin-1-yl]anilino]pyrimidine-5-carbonitrile O=C1N(CCC1)C1=CC=CC(=N1)NC1=NC(=NC=C1C#N)NC1=CC=C(C=C1)N1[C@H](CN(CC1)C)C